N1C=NC2=C1C=CC(=C2)NC(C#N)C2=CC=C(C=C2)C=2SC(=CC2)C(F)(F)F (1H-benzimidazol-5-ylamino){4-[5-(trifluoromethyl)thiophen-2-yl]phenyl}-acetonitrile